Lithium (S)-1-(3-methoxypropyl)aziridine-2-carboxylate COCCC[N@@]1C(C1)C(=O)[O-].[Li+]